CC1=NC=C(C(=O)NC[C@H]2N(CC2)C)C=C1NC1=NN(C=2C=3N(N=CC21)C=C(C3)C=3C=NN(C3)C)C (S)-6-methyl-5-((1-methyl-8-(1-methyl-1H-pyrazol-4-yl)-1H-pyrazolo[3,4-d]pyrrolo[1,2-b]pyridazin-3-yl)amino)-N-((1-methylazetidin-2-yl)methyl)nicotinamide